3-(2,4-dimethylbenzenesulfonyl)-8-(3,5-dimethylpiperazin-1-yl)-4H,5H-[1,2,3]triazolo[1,5-a]quinazolin-5-one CC1=C(C=CC(=C1)C)S(=O)(=O)C=1N=NN2C1NC(C1=CC=C(C=C21)N2CC(NC(C2)C)C)=O